tert-butyl-(4-bromo-3-(isopropylsulfonyl) phenyl) carbamate C(N)(OC1=C(C(=C(C=C1)Br)S(=O)(=O)C(C)C)C(C)(C)C)=O